COC1=C(C=C(C=C1)C(C)(C)OC)[C@@H](C(=O)O)N1C[C@@H](CC1)OCCCCCC1=NC=2NCCCC2C=C1 (S)-2-(2-methoxy-5-(2-methoxypropan-2-yl)phenyl)-2-((R)-3-((5-(5,6,7,8-tetrahydro-1,8-naphthyridin-2-yl)pentyl)oxy)pyrrolidin-1-yl)acetic acid